O1CC(C1)OC1=NC(=NC=C1C(F)(F)F)N 4-(oxetan-3-yloxy)-5-(trifluoromethyl)pyrimidin-2-amine